FC=1C=C(C=C(C1)F)C1=CC=CC(=N1)C[C@@H]1N(CC([C@@H]1NS(=O)(=O)CC)(F)F)C(C(C)C)=O |r| rac-N-[(2S,3R)-2-{[6-(3,5-difluorophenyl)-pyridin-2-yl]methyl}-4,4-difluoro-1-(2-methylpropanoyl)pyrrolidin-3-yl]ethane-sulfonamide